1,3-bis(4-isocyanatobutan-1-yl)cyclohexane N(=C=O)CCCCC1CC(CCC1)CCCCN=C=O